C(C1CO1)OCCC[Si](OC)(OC)OC gamma-Glycidoxypropyltrimethoxysilan